CC1=CC=C(CC2CN(C3=CC=CC=C23)CO)C=C1 (3-(4-methylbenzyl)indolin-1-yl)methanol